((4-(1-(2-(dimethylamino)-2-oxoethyl)-1H-pyrazol-4-yl)-1-(4-(trifluoromethoxy)phenyl)-1H-pyrazolo[3,4-b]pyridin-3-yl)methyl)carbamic acid tert-butyl ester C(C)(C)(C)OC(NCC1=NN(C2=NC=CC(=C21)C=2C=NN(C2)CC(=O)N(C)C)C2=CC=C(C=C2)OC(F)(F)F)=O